ClC=1C=NN2C1C(=CC(=C2)C=2C=NN(C2)C2CCN(CC2)C(=O)C2(CNC2)OC)OC (4-(4-(3-chloro-4-methoxypyrazolo[1,5-a]pyridin-6-yl)-1H-pyrazol-1-yl)piperidin-1-yl)(3-methoxyazetidin-3-yl)methanone